6-(5,6-difluoro-1H-indazol-3-yl)-N,N,2-trimethylpyridin-3-amine FC=1C=C2C(=NNC2=CC1F)C1=CC=C(C(=N1)C)N(C)C